FC(CC(C[C@@H](C)C1=CC(=CC=C1)[N+](=O)[O-])=O)(F)F (5R)-1,1,1-trifluoro-5-(3-nitrophenyl)hexan-3-one